(S)-N-((S)-1-(5-(2-(Dimethylamino)-7-methoxychinolin-6-yl)oxazol-2-yl)-7-oxononyl)-6-methyl-6-azaspiro[2.5]octan-1-carboxamid CN(C1=NC2=CC(=C(C=C2C=C1)C1=CN=C(O1)[C@H](CCCCCC(CC)=O)NC(=O)[C@H]1CC12CCN(CC2)C)OC)C